Tosylate Monohydrate O.S(=O)(=O)(O)C1=CC=C(C)C=C1